1,2,3,3,3-pentafluoroprop-1-ene FC=C(C(F)(F)F)F